fluoro-4-[[(2R,6R)-6-methyl-4-[8-(trifluoromethyl)-5-quinolyl]morpholine-2-carbonyl]amino]pyrrolidine-1-carboxylate FC1N(CC(C1)NC(=O)[C@H]1CN(C[C@H](O1)C)C1=C2C=CC=NC2=C(C=C1)C(F)(F)F)C(=O)[O-]